CC(=O)N[C@@H]1[C@H]([C@@H]([C@H](O[C@@H]1O)CO)O[C@@H]2[C@@H]([C@H]([C@@H]([C@H](O2)CO)O[C@@H]3[C@H]([C@H]([C@@H]([C@H](O3)CO)O)O)O)O)NC(=O)C)O The molecule is an amino trisaccharide consisting of an alpha-D-mannopyranosyl residue and two 2-acetamido-alpha-D-glucopyranosyl residues joined in sequence by (1->4) glycosidic bonds. It is an amino trisaccharide, a member of acetamides and a glucosamine oligosaccharide.